CN(C1=C(C=C(C(=O)O)C=C1F)F)C 4-(dimethylamino)-3,5-difluorobenzoic acid